2-(4-cyano-2-methoxy-phenoxy)-5-(3,6-dihydro-2H-pyran-4-yl)-N-[3-(methylsulfonyl)phenyl]Pyridine-3-carboxamide C(#N)C1=CC(=C(OC2=NC=C(C=C2C(=O)NC2=CC(=CC=C2)S(=O)(=O)C)C=2CCOCC2)C=C1)OC